CC1=C(OC=2CCC3=CN(N=C3C21)CC2=NC=CC=C2)C(=O)NCC2=NNC=C2 8-methyl-N-(1H-pyrazol-3-ylmethyl)-2-(pyridin-2-ylmethyl)-4,5-dihydro-2H-furo[2,3-g]indazole-7-carboxamide